3-({[(4R)-7-(3-methylphenyl)-3,4-dihydro-2H-1-benzopyran-4-yl]methyl}amino)pyridine-4-carboxylic acid CC=1C=C(C=CC1)C1=CC2=C([C@@H](CCO2)CNC=2C=NC=CC2C(=O)O)C=C1